C(C)N=C=NCCCN(C)C 1-Ethyl-3-(3-dimethylamino-propyl)-carbodiimide